2-(4-(4-bromobutyl)phenyl)-8-methoxy-3,7-bis(methoxymethoxy)-4H-chromen-4-one BrCCCCC1=CC=C(C=C1)C=1OC2=C(C(=CC=C2C(C1OCOC)=O)OCOC)OC